2-[(5-bromo-2-chloropyrimidin-4-yl)amino]-6-fluoro-benzamide BrC=1C(=NC(=NC1)Cl)NC1=C(C(=O)N)C(=CC=C1)F